COC1=C(C(=CC=C1)OC)P(C1=C(C=CC=C1OC)OC)(C1=C(C=CC=C1OC)OC)=O tris(2,6-dimethoxyphenyl)phosphine oxide